NC1=NC=2C3=C(C(CC2C=N1)(C)C)C(=NN3)C(=O)NC=3SC(=CN3)C(=O)OCC ethyl 2-{[(8-amino-4,4-dimethyl-4,5-dihydro-1H-pyrazolo[4,3-H]quinazolin-3-yl) carbonyl] amino}-1,3-thiazole-5-carboxylate